C1(=CC=CC=C1)[Si]([Si]([SiH3])(Cl)Cl)(C=C(C)C)C1=CC=CC=C1 diphenyldimethylvinyldichlorotrisilane